heptanesulfonic acid anion C(CCCCCC)S(=O)(=O)[O-]